6-((4-(Benzyloxy)-2-methylphenyl)amino)-1-(4-methoxyphenyl)-3-methyl-1,3-dihydro-2H-imidazo[4,5-c]pyridin-2-one C(C1=CC=CC=C1)OC1=CC(=C(C=C1)NC1=CC2=C(C=N1)N(C(N2C2=CC=C(C=C2)OC)=O)C)C